NC1=C2N=CN(C2=NC=N1)C[C@@H](C)OCP(OCCCSCCCCCCCCCCC[Si](C)(C)C1CCCCC1)(O)=O 3-((11-(cyclohexyldimethylsilyl)undecyl)thio)propyl hydrogen ((((R)-1-(6-amino-9H-purin-9-yl)propan-2-yl)oxy)methyl)phosphonate